C12(CC3CC(CC(C1)C3)C2)CCCCCCCCCCC 11-((1s,3s)-adamantan-1-yl)undecane